FC=1C=C(C=C(C1)F)N1C=C(C2=C1N=CN=C2N2[C@H](CN(CC2)C(=O)OC(C(F)(F)F)(C)C)C)C2=NC=CN=C2C 1,1,1-Trifluoro-2-methylpropan-2-yl (S)-4-(7-(3,5-difluorophenyl)-5-(3-methylpyrazin-2-yl)-7H-pyrrolo[2,3-d]pyrimidin-4-yl)-3-methylpiperazine-1-carboxylate